ClC1=CC2=C(N(C(C(N2C)=O)=O)C2CCN(CC2)C2=NC=C(C(=N2)C(F)(F)F)C(=O)OCC)N=C1 Ethyl 2-(4-(7-chloro-1-methyl-2,3-dioxo-2,3-dihydropyrido[2,3-b]pyrazin-4(1H)-yl)piperidine-1-yl)-4-(trifluoromethyl)pyrimidine-5-carboxylate